C(CC#C)C1(OCCO1)CCO 2-[2-(but-3-yn-1-yl)-1,3-dioxolan-2-yl]ethan-1-ol